COC1=C(CN2C(N(CCC2=O)C2=NNC3=CC=CC=C23)=O)C=CC(=C1)OC 3-(2,4-dimethoxybenzyl)-1-(1H-indazol-3-yl)dihydropyrimidine-2,4(1H,3H)-dione